(3-(3-methoxyoxetan-3-yl)phenyl)(4-(4-(trifluoromethyl)phenyl)piperidin-1-yl)methanone [1-[[4-(azetidin-3-yl)phenyl]methyl]-3-methyl-azetidin-3-yl]acetate N1CC(C1)C1=CC=C(C=C1)CN1CC(C1)(C)CC(=O)O.COC1(COC1)C=1C=C(C=CC1)C(=O)N1CCC(CC1)C1=CC=C(C=C1)C(F)(F)F